5-Aminolevulinic acid phosphate zinc [Zn+2].P(=O)([O-])([O-])[O-].NCC(CCC(=O)O)=O.P(=O)([O-])([O-])[O-].[Zn+2].[Zn+2]